FC1CC(CC1)(C)C(C1=NC=CC=C1C)NC1=C(C(C1=O)=O)NC1=C(C(=NC=C1)C(=O)N(C)C)O 4-((2-(((3-fluoro-1-methylcyclopentyl)(3-methylpyridin-2-yl)methyl)amino)-3,4-dioxocyclobut-1-en-1-yl)amino)-3-hydroxy-N,N-dimethylpicolinamide